OC(C(=O)O)C1=CC=CC=C1 α-hydroxyphenyl-acetic acid